3-(3-cyclopropyl-1-methyl-4,5,6,7-tetrahydro-1H-pyrazolo[4,3-c]pyridine-5-carbonyl)-5-(2,4,5-trifluoro-3-hydroxyphenyl)isoxazole-4-carbonitrile C1(CC1)C1=NN(C2=C1CN(CC2)C(=O)C2=NOC(=C2C#N)C2=C(C(=C(C(=C2)F)F)O)F)C